FC(C(C(C(S(=O)(=O)[O-])(F)F)(F)F)(F)F)(F)F.C(C)(C)(C)C=1C(=C(C=CC1)[I+]C1=CC=CC=C1)C(C)(C)C Di-tertiary-butyldiphenyliodonium nonafluorobutanesulfonate